C[C@@H]1N(CC1)C=1N=C(C2=C(N1)CCC2)C2=CC=C1C=CC(=CC1=C2)C(=O)O 7-[2-[(2S)-2-methylazetidin-1-yl]-6,7-dihydro-5H-cyclopenta[d]pyrimidin-4-yl]naphthalene-2-carboxylic acid